ClC1=NC(=C2C(N(C=NN21)CC2=NC(=NO2)[C@@H]2CO[C@H](C2)C2=CC=C(C=C2)Cl)=O)C |r| 7-chloro-5-methyl-3-[[3-[rac-(3R,5R)-5-(4-chlorophenyl)tetrahydro-furan-3-yl]-1,2,4-oxadiazol-5-yl]methyl]imidazo[5,1-f][1,2,4]triazin-4-one